CCC(C1=CC=CC=C1)C(=O)O The molecule is a monocarboxylic acid that is butyric acid substituted by a phenyl group at position 2. It has a role as a human xenobiotic metabolite. It is a monocarboxylic acid and a member of benzenes. It derives from a butyric acid.